(1-(4,5-dimethyl-6-oxo-1,6-dihydropyrimidin-2-yl)-3-methyl-1H-pyrazol-5-yl)-3-hexylurea CC=1N=C(NC(C1C)=O)N1N=C(C=C1NC(=O)NCCCCCC)C